C(C)(C)(C)OC(=O)N1[C@H]([C@@H](CC1)O)C(=O)O (3R)-1-(tert-butoxycarbonyl)-3-hydroxy-D-proline